Cl.N[C@@H]1CC[C@H](CC1)C(=O)OC methyl trans-4-amino-cyclohexane-1-carboxylate hydrochloride